4-bromo-9-chloro-7-ethylsulfanyl-2,5-dimethyl-pyrazolo[4,3-f]quinazoline BrC=1C=2C(C=3C(=NC(=NC3C1C)SCC)Cl)=CN(N2)C